(S)-1-(3-bromo-6-(3-methylbut-1-yn-1-yl)pyridin-2-yl)-2-(3,5-difluorophenyl)ethan-1-amine BrC=1C(=NC(=CC1)C#CC(C)C)[C@H](CC1=CC(=CC(=C1)F)F)N